C(C)O[Si](OCC)(OCC)CCCOCC(COCCOC(C)OCCOCC(COCCC[Si](OCC)(OCC)OCC)O)O bis[3-(triethoxysilylpropoxy)-2-hydroxypropoxyethoxy]ethane